C(CCCCCCCCCCCCCCCCCCCCC)OC(CCCCCCCCCCCCCCC(C)C)=O.C(CCCCCCCCCCCCCCCCC)(=O)OCCCCCCCCCCCCCCCCCCCCCC behenyl stearate behenyl-isostearate